2β-propionyl-3β-(2-naphthyl)-tropane C(CC)(=O)[C@@H]1[C@H]2CC[C@@H](C[C@@H]1C1=CC3=CC=CC=C3C=C1)N2C